COC1=C(C=CC(=C1)C1=CN=C2N1N=C(C=C2)NCCC)O 2-methoxy-4-[6-(propylamino)imidazo[1,2-b]pyridazin-3-yl]phenol